1-Isopropoxy-3,5-bis(2,4,6-trimethoxyphenyl)-2,6-bis(dicyclohexylphosphino)-benzene C(C)(C)OC1=C(C(=CC(=C1P(C1CCCCC1)C1CCCCC1)C1=C(C=C(C=C1OC)OC)OC)C1=C(C=C(C=C1OC)OC)OC)P(C1CCCCC1)C1CCCCC1